ClC1=NC=C(C(=O)N)C(=C1)NCC1=CC=C(C=C1)[N+](=O)[O-] 6-chloro-4-((4-nitrobenzyl)amino)nicotinamide